(R)-6-amino-1-benzyl-3-methyl-7-(trifluoromethyl)-1H-pyrido[2,3-b][1,4]oxazin-2(3H)-one NC=1C(=CC2=C(O[C@@H](C(N2CC2=CC=CC=C2)=O)C)N1)C(F)(F)F